C(C)(C)N1NNN=C1 N-isopropyl-2H-tetrazole